C(=O)O.FC1=C2C=C(N=NC2=CC(=C1)C=1C=C(C=2N(N1)C=C(N2)C)OC2=CC=CC=C2)C2CCNCC2 5-Fluoro-7-(2-methyl-8-phenoxyimidazo[1,2-b]pyridazin-6-yl)-3-(piperidin-4-yl)cinnoline formate salt